N1-(3-methyl-4-(4-(trifluoromethyl)piperidin-1-yl)phenyl)cyclohexane-1,4-diamine CC=1C=C(C=CC1N1CCC(CC1)C(F)(F)F)NC1CCC(CC1)N